1-methyl-3-[(2-methyloxiran-2-yl)methyl]-5-nitro-benzimidazol-2-one CN1C(N(C2=C1C=CC(=C2)[N+](=O)[O-])CC2(OC2)C)=O